CCCCCCCCC1=CC=C(C=C1)NC2=CC=C(C=C2)CCCCCCCC 4-octyl-N-(4-octylphenyl)aniline